Nα-methylglutamine CN[C@@H](CCC(N)=O)C(=O)O